C(C)(=O)N(N(C(=O)C1=CC2=C(N=C(C3=CN=CC=C23)N)C=C1)CC1=NC=C(C=C1)C(F)(F)F)C N'-acetyl-5-amino-N'-methyl-N-((5-(trifluoromethyl)pyridin-2-yl)methyl)benzo[c][2,7]naphthyridine-9-carbohydrazide